CC1=C(C2=C(OCCO2)C(=C1)O)O 6-methyl-2,3-dihydrobenzo[b][1,4]-dioxine-5,8-diol